C(C)OC(=O)C1=C2N(CN1)CCC2 3,5,6,7-tetrahydro-2H-pyrrolo[1,2-c]imidazole-1-carboxylic acid ethyl ester